C[Si]1(CCC(CC1)NC(=O)C1=CC=2C(=NC(=CC2)OC)N1)C N-(1,1-dimethylsilinan-4-yl)-6-methoxy-1H-pyrrolo[2,3-b]pyridine-2-carboxamide